N1(CCCC12CCCC2)CCNC(=O)C2=CC(=C(S2)NC(=O)C=2C=NN1C2SC(=C1)C=1C=NN(C1)C)C N-(5-((2-(1-azaspiro[4.4]nonan-1-yl)ethyl)carbamoyl)-3-methylthiophen-2-yl)-2-(1-methyl-1H-pyrazol-4-yl)pyrazolo[5,1-b]thiazole-7-carboxamide